C1(=CC=CC=C1)C1CCC2=NC3=C(N[C@H](CC3)C=3C=NN(C3)C3CCOCC3)N21 (R)-8-phenyl-2-(1-(tetrahydro-2H-pyran-4-yl)-1H-pyrazol-4-yl)-7,8-dihydro-6H-pyrrolo[2',1':2,3]imidazo[4,5-b]piperidine